1,1,2,2-tetrafluoro-1,2-dichloroethane FC(C(Cl)(F)F)(Cl)F